NC=1C=CC(=NC1)NC(=O)C1=NC2=CC=CC=C2N=C1 N-(5-aminopyridin-2-yl)quinoxaline-2-carboxamide